C(C)OC(C(C1=NC=CC=C1)N1C=NC2=CC=C(C(=C2C1=O)F)Br)=O 2-(6-bromo-5-fluoro-4-oxoquinazolin-3(4H)-yl)-2-(pyridin-2-yl)-acetic acid ethyl ester